NCCCCCCCCCC(=O)N[C@H](C(=O)N1[C@@H](C[C@H](C1)O)C(=O)N[C@@H](C)C1=CC=C(C=C1)C1=C(N=CS1)C)C(C)(C)C (2S,4R)-1-[(2S)-2-(10-aminodecanoylamino)-3,3-dimethyl-butanoyl]-4-hydroxy-N-[(1S)-1-[4-(4-methylthiazol-5-yl)phenyl]ethyl]pyrrolidine-2-carboxamide